1-methyl-1,3-dihydrobenzo[c]isothiazole-6-carboxylic acid methyl ester 2,2-dioxide COC(=O)C=1C=CC2=C(N(S(C2)(=O)=O)C)C1